Cl.FC=1C=C(O[C@H]2CN(CC2)C2(CCOCC2)C(=O)N[C@@H](C)C2=CC=C(C(=O)O)C=C2)C=CC1 4-[(1S)-1-[[4-[(3R)-3-(3-Fluorophenoxy)pyrrolidin-1-yl]tetrahydropyran-4-carbonyl]amino]ethyl]benzoic acid, hydrochloride